hydroxy-cholanic acid OC(C(=O)O)C[C@@H](C)[C@H]1CC[C@H]2[C@@H]3CCC4CCCC[C@]4(C)[C@H]3CC[C@]12C